C(C)(C)(C)C=1C=C(C=C(C1O)C(C)(C)C)CCC(=O)OCC(COC(CCC1=CC(=C(C(=C1)C(C)(C)C)O)C(C)(C)C)=O)(COC(CCC1=CC(=C(C(=C1)C(C)(C)C)O)C(C)(C)C)=O)COC(CCC1=CC(=C(C(=C1)C(C)(C)C)O)C(C)(C)C)=O pentaerythritol-tetra[3-(3,5-di-tertiary butyl-4-hydroxy phenyl) propionate]